COC=1C=C(C=C(C1OC)OC)C=1C=NC2=C3N=CC(=CC3=CC=C2C1)C1=CC(=C(C(=C1)OC)OC)OC 3,8-bis(3,4,5-tri(methoxy)phenyl)-1,10-phenanthroline